5-amino-N-(2-chlorophenethyl)-2-methylbenzenesulfonamide NC=1C=CC(=C(C1)S(=O)(=O)NCCC1=C(C=CC=C1)Cl)C